6-methyl-1H-pyrrolo[2,3-b]pyridine-3-sulfonyl chloride CC1=CC=C2C(=N1)NC=C2S(=O)(=O)Cl